COC=1C=C(C=CC1OC)C=1C=C(NS(N1)(=O)=O)C(=O)O 5-(3,4-dimethoxyphenyl)-1,1-dioxo-2H-1λ6,2,6-thiadiazine-3-carboxylic acid